CC(CC=C)C(C)C 4,5-dimethyl-1-hexene